CC1=CC=C(C=C1)S(=O)(=O)NN=C1CC2CCC(C1)N2C(=O)OCC2=CC=CC=C2 benzyl 3-[(4-methylbenzenesulfonamido)imino]-8-azabicyclo[3.2.1]octane-8-carboxylate